2-[{5-[3-(5-Cyclohexylpentyl)phenyl]pentanoyl}(4-methoxybenzyl)amino]ethyl dihydrogen phosphate ammonium salt [NH4+].P(=O)(OCCN(CC1=CC=C(C=C1)OC)C(CCCCC1=CC(=CC=C1)CCCCCC1CCCCC1)=O)(O)O